4-[4-(1,3-benzothiazol-2-yl)piperidin-1-yl]-N,N,1-trimethyl-2-oxo-1,2-dihydroquinoline-3-carboxamide S1C(=NC2=C1C=CC=C2)C2CCN(CC2)C2=C(C(N(C1=CC=CC=C21)C)=O)C(=O)N(C)C